CCCCCCCCCC(=O)OC[C@H](CO)O The molecule is a 1-acyl-sn-glycerol that is the S-enantiomer of 2,3-dihydroxypropyl decanoate. It is a 1-acyl-sn-glycerol and a 1-monodecanoylglycerol. It is an enantiomer of a 3-decanoyl-sn-glycerol.